C(CCCCCCCCCCCCCCCCCC(=O)[O-])CCCCCCCCCCCCCCCCCC(=O)[O-] methylenebisstearate